O(C1=CC=CC=C1)CCCC(=O)NCC(=O)N1[C@@H](C[C@@H](C1)C=1C=C(C=CC1)C)C(=O)O (2S,4R)-1-((4-phenoxybutyryl)glycyl)-4-(m-tolyl)pyrrolidine-2-carboxylic acid